N-(benzo[d]thiazol-2-ylmethyl)-6-(3-(1,3-dimethyl-1H-pyrazol-4-yl)-7,8-dihydro-1,6-naphthyridin-6(5H)-yl)-5-methylnicotinamide S1C(=NC2=C1C=CC=C2)CNC(C2=CN=C(C(=C2)C)N2CC=1C=C(C=NC1CC2)C=2C(=NN(C2)C)C)=O